N-acetyl-N-phenylhydroxylamine C(C)(=O)N(O)C1=CC=CC=C1